(3R)-3-{[2-(1-methyl-1H-pyrazol-4-yl)-7-(trifluoromethyl)[1,2,4]triazolo[1,5-c]quinazolin-5-yl]amino}piperidin-2-one CN1N=CC(=C1)C1=NN2C(=NC=3C(=CC=CC3C2=N1)C(F)(F)F)N[C@H]1C(NCCC1)=O